O=C1NC(CCC1NC(=O)C=1C=C(C=CC1)S(=O)(=O)F)=O 3-[(2,6-dioxo-3-piperidyl)carbamoyl]benzenesulfonyl fluoride